C(C1=CC=CC=C1)Br benzyl bromide